NC=1C=CC(=C(C1)S(=O)(=O)NCC1=C(C=C(C=C1)OC)OC)N1N=CC(=C1)Cl 5-amino-2-(4-chloro-1H-pyrazol-1-yl)-N-(2,4-dimethoxybenzyl)benzenesulfonamide